N1=CC(=CC=C1)N1CCCCC1 1-(pyridin-3-yl)piperidin